OCC1(C(=NC(N=C1CO)=O)N)C 5,6-dihydroxymethyl-5-methylcytosine